C(C)(C)(C)C=1C(=NC2=CN=CC=C2C1N)C1=C2C(=NC=C1)NC=C2 tert-butyl-2-{1H-pyrrolo[2,3-b]pyridin-4-yl}-1,7-naphthyridin-4-amine